cobalt bis(dithiolene) S1SC=CC1.S1SC=CC1.[Co]